(trifluoromethyl)morpholine-4-carboxylate FC(F)(F)OC(=O)N1CCOCC1